Heptadecan-9-yl 8-((2-hydroxyethyl)(8-((3-isopropylnonyl)oxy)-8-oxooctyl)amino)octanoate OCCN(CCCCCCCC(=O)OC(CCCCCCCC)CCCCCCCC)CCCCCCCC(=O)OCCC(CCCCCC)C(C)C